methyl 8-(2,4-dichlorophenyl)-9-(4-((1-(3-fluoropropyl)azetidin-3-yl)(hydroxy)methyl)phenyl)-6,7-dihydro-5H-benzo[7]annulene-3-carboxylate ClC1=C(C=CC(=C1)Cl)C=1CCCC2=C(C1C1=CC=C(C=C1)C(O)C1CN(C1)CCCF)C=CC(=C2)C(=O)OC